BrC1=CC=2N(C(=C1NC(=O)C1=CC(=NN1C1=NC=CC=C1Cl)OC)C(=O)NC(C)C)N=CC2 5-Bromo-6-(1-(3-chloropyridin-2-yl)-3-methoxy-1H-pyrazol-5-carboxamido)-N-isopropylpyrazolo[1,5-a]pyridin-7-carboxamid